C1(CC1)N1N=CC(=C1)C1=NN2C(=NC=3C(=CC=CC3C2=N1)C(F)(F)F)N[C@H]1C(NCCNC1)=O (6R)-6-{[2-(1-cyclopropyl-1H-pyrazol-4-yl)-7-(trifluoromethyl)[1,2,4]triazolo[1,5-c]quinazolin-5-yl]amino}-1,4-diazepan-5-one